1-((3s,4r)-4-(3,5-difluorophenyl)-1-(2-methoxyethyl)pyrrolidin-3-yl)-3-(1',4-dimethyl-1-phenyl-1h,1'h-[3,3'-bipyrazol]-5-yl)urea FC=1C=C(C=C(C1)F)[C@H]1[C@@H](CN(C1)CCOC)NC(=O)NC1=C(C(=NN1C1=CC=CC=C1)C1=NN(C=C1)C)C